C(C)(C)(C)N[C@H]1CN(C[C@H]1F)C1=CC=C(N=N1)C1=C(C=C(C=C1)C1=CN=NC(=C1)OC)O 2-{6-[(3S,4R)-3-(tert-butylamino)-4-fluoropyrrolidin-1-yl]pyridazin-3-yl}-5-(6-methoxypyridazin-4-yl)phenol